2-((((9H-fluoren-9-yl)methoxy)carbonyl)amino)-3-(4-(2-aminoethoxy)phenyl)propanoic acid C1=CC=CC=2C3=CC=CC=C3C(C12)COC(=O)NC(C(=O)O)CC1=CC=C(C=C1)OCCN